BrC(P(=O)(OCC)OCC)(F)F 1-[[bromo(difluoro)methyl]-ethoxy-phosphoryl]oxyethane